FC(C1=CC=C(C=C1)NC=1C=NC=NC1)(F)F N-(4-(Trifluoromethyl)phenyl)pyrimidin-5-amine